1-(aminomethyl)cyclohexane-1-amine NCC1(CCCCC1)N